C(=C)OC(=O)NCCC(=O)O N-vinyloxycarbonyl-β-alanine